Bis(1,2,2,6,6-pentamethyl-4-piperidyl) malonate C(CC(=O)OC1CC(N(C(C1)(C)C)C)(C)C)(=O)OC1CC(N(C(C1)(C)C)C)(C)C